CN1N=CC(=C1)C1=NC(=C2C=CC=NC2=C1)C=1C=CC(=NC1)C12CNCC(N1)C2 (5-(7-(1-methyl-1H-pyrazol-4-yl)-1,6-naphthyridin-5-yl)pyridin-2-yl)-3,6-diazabicyclo[3.1.1]heptane